(S)-4'-(((R)-tert-butylsulfinyl)amino)-4'H,6'H-spiro[piperidine-4,5'-pyrrolo[1,2-b]pyrazole]-1-carboxylic acid tert-butyl ester C(C)(C)(C)OC(=O)N1CCC2([C@@H](C=3N(N=CC3)C2)N[S@](=O)C(C)(C)C)CC1